O1C2=C(NCC1)C=NC=C2NC2=C(C(NC=C2)=O)C(=O)NC2=CC=C(C=C2)N2CCN(CC2)CCOC 4-((3,4-Dihydro-2H-pyrido[4,3-b][1,4]oxazin-8-yl)amino)-N-(4-(4-(2-methoxyethyl)piperazin-1-yl)phenyl)-2-oxo-1,2-dihydropyridine-3-carboxamide